7-hydroxy-2-azaspiro[4.5]decan-3-one OC1CC2(CC(NC2)=O)CCC1